NC1=NC=NN2C1=C(C=C2C2CCN(CC2)OC2CC2)C2=CC=C(C=C2)C2C=1N(CCC2)N(C(C1C(=O)N)=O)C1=NC=CC=C1 (4-(4-amino-7-(1-(cyclopropyloxy)piperidin-4-yl)pyrrolo[2,1-f][1,2,4]triazin-5-yl)phenyl)-2-oxo-1-(pyridin-2-yl)-1,2,4,5,6,7-hexahydropyrazolo[1,5-a]pyridine-3-carboxamide